F[B-](F)(F)F.C1=[NH+]N=C2N1C1=C(OC2)CC2=CC=CC=C21 4H,6H-indeno[2,1-b][1,2,4]triazolo[4,3-d][1,4]oxazin-2-ium tetrafluoroborate